N1N=CC(=C1)C1=CC=C(C=C1)NC=1C2=C(N=C(N1)C=1C=C3CN(CC3=CC1)C(=O)C1CC(C1)(F)F)CNC2 (5-(4-((4-(1H-pyrazol-4-yl)phenyl)amino)-6,7-dihydro-5H-pyrrolo[3,4-d]pyrimidin-2-yl)isoindolin-2-yl)(3,3-difluorocyclobutyl)methanone